6,7-dimethyl-4-(4-nitrophenoxy)quinoline CC=1C=C2C(=CC=NC2=CC1C)OC1=CC=C(C=C1)[N+](=O)[O-]